C(CCCCCC)C1C(CCCC1)CCCCC 2-heptyl-1-pentylcyclohexane